4-bromo-N-(7-benzofuranylmethyl)acetamide BrC1=CC=C(C2=C1C=CO2)CNC(C)=O